C(C)O[C@H]1O[C@H]([C@@H]([C@H]([C@@H]1O)O)O)COC(C1=CC=C(C=C1)O)=O (2S,3S,4R,5R,6S)-2-ethoxy-6-(((4-hydroxy-benzoyl)oxy)methyl)tetrahydro-2H-pyran-3,4,5-triol